Nα-[(1R)-2-hydroxy-1-phenylethyl]-β,β,1-trimethyl-L-tryptophanamide OC[C@@H](C1=CC=CC=C1)N[C@@H](C(C1=CN(C2=CC=CC=C12)C)(C)C)C(=O)N